O=S1(CCC(CC1)NS(=O)(=O)C1=CC=C(C=C1)B(O)O)=O [4-[[(TETRAHYDRO-1,1-DIOXIDO-2H-THIOPYRAN-4-YL)AMINO]SULFONYL]PHENYL]-BORONIC ACID